BrC=1C=C2CN(CC2=CC1)[C@H]1CN(C[C@H](C1)C)C1=C2C=CC=NC2=C(C=C1)C#N 5-((3R,5S)-3-(5-Bromoisoindolin-2-yl)-5-methylpiperidin-1-yl)quinoline-8-carbonitrile